BrC1=CC=C(C=C1)C=1C(OCC1C1=CC=C(C=C1)O)=O 3-(4-bromophenyl)-4-(4-hydroxyphenyl)furan-2(5H)-one